FC1=C(C=C(C(=C1)C)C=1C=C(C=2N(C1)C(=CN2)F)N2CCOCC2)NC(=O)N2CC(CC2)C(C(F)(F)F)(C)C N-(2-fluoro-5-(3-fluoro-8-morpholinoimidazo[1,2-a]pyridin-6-yl)-4-methylphenyl)-3-(1,1,1-trifluoro-2-methylpropan-2-yl)pyrrolidine-1-carboxamide